Cl.N[C@@H](CCCN\C(\N)=N\[H])C(=O)O E-arginine-HCl